BrC1=CC2=C(CSC2)C=C1 5-Bromo-1,3-dihydro-2-benzothiophene